(4aR,8aS)-6-[3-(4-chloro-3-cyclopropyl-phenoxy)azetidine-1-carbonyl]-4,4a,5,7,8,8a-hexahydropyrido[4,3-b][1,4]oxazin-3-one ClC1=C(C=C(OC2CN(C2)C(=O)N2C[C@@H]3[C@@H](OCC(N3)=O)CC2)C=C1)C1CC1